(Z)-2-azido-3-(2-(benzyloxy)-3,4-difluorophenyl)acrylic acid methyl ester COC(/C(=C/C1=C(C(=C(C=C1)F)F)OCC1=CC=CC=C1)/N=[N+]=[N-])=O